5-(2-hydroxymethyl-5-methyl-thiazol-4-yl)-6-methyl-2-oxo-1-(3-trifluoromethylphenyl)-1,2-dihydro-pyridine-3-carboxylic acid 4-methanesulfonylbenzylamide CS(=O)(=O)C1=CC=C(CNC(=O)C=2C(N(C(=C(C2)C=2N=C(SC2C)CO)C)C2=CC(=CC=C2)C(F)(F)F)=O)C=C1